[2H][C@]1(C[C@@H]([C@H](O[C@@H]1C(F)(F)F)C1=C(C=CC(=C1)F)F)NC([O-])=O)N1CC2=NN(C=C2C1)S(=O)(=O)C [(2R,3S,5R,6S)-5-deuterio-2-(2,5-difluorophenyl)-5-(2-methylsulfonyl-4,6-dihydropyrrolo[3,4-c]pyrazol-5-yl)-6-(trifluoromethyl)tetrahydropyran-3-yl]carbamate